6-(((1-methylcyclobutyl)-amino)methyl)-4-(trifluoromethyl)isoindolin-1-one CC1(CCC1)NCC1=CC(=C2CNC(C2=C1)=O)C(F)(F)F